(R)-6-(2-(2,5-difluorophenyl)pyrrolidin-1-yl)-[1,2,4]Triazolo[4,3-a]pyrazine-3-carboxylic acid FC1=C(C=C(C=C1)F)[C@@H]1N(CCC1)C=1N=CC=2N(C1)C(=NN2)C(=O)O